(5-fluoro-6-(methylamino)pyridin-2-yl)-5-(trifluoromethyl)-1H-pyrazole-4-carboxylic acid ethyl ester C(C)OC(=O)C=1C=NN(C1C(F)(F)F)C1=NC(=C(C=C1)F)NC